ClC=1C=CC=2N(N1)C(=CN2)[Sn](CCCC)(CCCC)CCCC 6-chloro-3-(tributylstannyl)imidazo[1,2-b]pyridazine